CNC(=O)C1=CC2=C(N(C(=N2)NC=2SC3=C(N2)C=CC(=C3)Cl)C)C=C1 2-(6-Chloro-benzothiazol-2-ylamino)-1-methyl-1H-benzoimidazole-5-carboxylic acid methylamide